CC(CCBr)CC 3-methyl-amyl bromide